N-(4-(methylsulfonyl)phenyl)-1-(pyridine-3-ylmethyl)-1H-pyrazolo[3,4-d]pyrimidin-6-amine CS(=O)(=O)C1=CC=C(C=C1)NC1=NC=C2C(=N1)N(N=C2)CC=2C=NC=CC2